3-Hydroxy-3-methylcyclobutyl(8-amino-7-fluoro-6-(4-methyl-5-(methylamino)pyridin-3-yl)isoquinolin-3-yl)carbamate OC1(CC(C1)N(C([O-])=O)C=1N=CC2=C(C(=C(C=C2C1)C=1C=NC=C(C1C)NC)F)N)C